N-((6-(4-methylpiperazin-1-yl)pyridin-3-yl)methyl)-5-(quinolin-6-yl)-7H-pyrrolo[2,3-d]pyrimidin-2-amine CN1CCN(CC1)C1=CC=C(C=N1)CNC=1N=CC2=C(N1)NC=C2C=2C=C1C=CC=NC1=CC2